2-[(5-{[2-(2-cyano-4-fluorophenyl)-2-azaspiro[3.3]heptan-6-yl]oxy}-2'-ethoxy-[2,3'-bipyridin]-6-yl)formamido]-2-(oxolan-2-yl)acetamide C(#N)C1=C(C=CC(=C1)F)N1CC2(C1)CC(C2)OC=2C=CC(=NC2C(=O)NC(C(=O)N)C2OCCC2)C=2C(=NC=CC2)OCC